N-(3-(2-amino-2-oxoethyl)-4-fluorobenzyl)-6'-fluoro-4'-hydroxy-1'-methyl-3',4'-dihydro-1'h-spiro[piperidine-4,2'-quinoline]-1-carboxamide NC(CC=1C=C(CNC(=O)N2CCC3(N(C4=CC=C(C=C4C(C3)O)F)C)CC2)C=CC1F)=O